CC1=NC=2C(CCCC2C=C1)=C methyl-8-methylene-5,6,7,8-tetrahydroquinoline